N1CCC(CC1)C1=C2CNC(C2=CC=C1)=O 4-(piperidin-4-yl)isoindolin-1-one